Cyclobutyl (1R,3r)-3-(6-fluoro-5-(((R)-1-(5-fluoro-2-methoxypyridin-3-yl)ethyl)amino)pyrazolo[1,5-a]pyrimidine-3-carboxamido)-4-methylbenzenesulfonate FC=1C(=NC=2N(C1)N=CC2C(=O)NC=2C=C(C=CC2C)S(=O)(=O)OC2CCC2)N[C@H](C)C=2C(=NC=C(C2)F)OC